1-[5-bromo-3-(ethylsulfanyl)pyridin-2-yl]-2-[3-nitro-5-(trifluoromethyl)pyridin-2-yl]ethan-1-one BrC=1C=C(C(=NC1)C(CC1=NC=C(C=C1[N+](=O)[O-])C(F)(F)F)=O)SCC